tert-Butyl (S)-3-((4-(2-(2-((5-(1-methyl-1H-pyrazol-4-yl)-1H-[1,2,3]triazolo[4,5-b]pyrazin-1-yl)methyl)morpholino)pyrimidin-5-yl)piperazin-1-yl)methyl)azetidine-1-carboxylate CN1N=CC(=C1)C=1N=C2C(=NC1)N(N=N2)C[C@H]2OCCN(C2)C2=NC=C(C=N2)N2CCN(CC2)CC2CN(C2)C(=O)OC(C)(C)C